CC1(NC(CC(C1)N(CCCCCCN(C=O)C1CC(NC(C1)(C)C)(C)C)C=O)(C)C)C N,N'-Bis(2,2,6,6-tetramethyl-4-piperidyl)-N,N'-diformylhexamethylenediamine